(2S)-2-[(tert-Butoxycarbonyl)amino]-4-carbamoylbutyric acid methyl ester COC([C@H](CCC(N)=O)NC(=O)OC(C)(C)C)=O